BrCCCN1C(=NC=C1)[N+](=O)[O-] 1-(3-bromopropyl)-2-nitro-1H-imidazole